(2-methoxy-6-(thiazol-5-yl)pyridin-3-yl)boronic acid COC1=NC(=CC=C1B(O)O)C1=CN=CS1